(tetrahydro-2H-pyran-4-yl)carbamic acid tert-butyl ester C(C)(C)(C)OC(NC1CCOCC1)=O